FC(C1=NC(=NO1)C=1C=CC(=NC1)CNC1=CC(C1=O)=O)(F)F 4-(((5-(5-(trifluoromethyl)-1,2,4-oxadiazol-3-yl)pyridin-2-yl)methyl)amino)cyclobut-3-ene-1,2-dione